4-[(3-methanesulfonylpropyl)sulfanyl]phenol CS(=O)(=O)CCCSC1=CC=C(C=C1)O